N,N'-(2,2'-dimethyl-[1,1'-biphenyl]-3,3'-diyl)bis(4-cyclopropyl-5-(((2,2,2-trifluoroethyl)amino)methyl)picolinamide) CC1=C(C=CC=C1NC(C1=NC=C(C(=C1)C1CC1)CNCC(F)(F)F)=O)C1=C(C(=CC=C1)NC(C1=NC=C(C(=C1)C1CC1)CNCC(F)(F)F)=O)C